Cl.Cl.O[C@@H](CNC(CC1CCC(CC1)NS(=O)(=O)C)(C)C)C1=NC(=CC=C1)C(F)(F)F N-((1S,4r)-4-(2-(((S)-2-Hydroxy-2-(6-(trifluoromethyl)pyridin-2-yl)-ethyl)amino)-2-methylpropyl)cyclohexyl)methanesulfonamide dihydrochloride